CC(C)(C(C)C)NC1CN(CC1)C(=O)OCC1=CC=CC=C1 benzyl 3-[(2,3-dimethylbutan-2-yl)amino]pyrrolidine-1-carboxylate